3-tert-butyl-1-[(2R)-4-{[3-(difluoromethyl)phenyl]methyl}-6-fluoro-2-methyl-3-oxo-2H-1,4-benzoxazin-7-yl]urea C(C)(C)(C)NC(NC1=CC2=C(N(C([C@H](O2)C)=O)CC2=CC(=CC=C2)C(F)F)C=C1F)=O